C1(CCCCC1)NC1CCCCC1 dicyclohexyl-amine